COC=1C=C(C=CC1OC)S(=O)(=O)N1CCOCC1 4-(3,4-dimethoxyphenyl)sulfonylmorpholin